O1CCN(CC1)CCCOC=1C=C(C=CC1)C1=NC2=CC=CC=C2C(=N1)NC1=CC(NC=C1)=O 4-((2-(3-(3-Morpholinopropoxy)phenyl)quinazolin-4-yl)amino)pyridin-2(1H)-one